4-(5-(5-fluoro-2-methoxypyridin-4-yl)-1H-pyrazole-3-carbonyl)-N-((S)-1-(2,2,2-trifluoroethyl)pyrrolidin-3-yl)-4-azaspiro[2.5]octane-7-carboxamide FC=1C(=CC(=NC1)OC)C1=CC(=NN1)C(=O)N1C2(CC2)CC(CC1)C(=O)N[C@@H]1CN(CC1)CC(F)(F)F